C(C)N(CC=O)CC(C)C 2-[ETHYL(2-METHYLPROPYL)AMINO]ACETALDEHYDE